methyl-1,3-benzodioxole-5-propanal CC1OC2=C(O1)C=CC(=C2)CCC=O